chloro-N-(1-ethyl-2-oxo-1,2-dihydrobenzo[cd]indol-6-yl)benzamide 6-((6-(2,2-bis(Heptylthio)acetoxy)hexyl)(4-hydroxybutyl)amino)hexyl-2-hexyldecanoate C(CCCCCC)SC(C(=O)OCCCCCCN(CCCCCCOC(C(CCCCCCCC)CCCCCC)=O)CCCCO)SCCCCCCC.ClC1=C(C(=O)NC=2C=3C4=C(C(N(C4=CC2)CC)=O)C=CC3)C=CC=C1